C1(CC1)N1N=C2C(=NN(C(C2=C1)=O)CC(=O)NC=1OC=CN1)C(C)C (2-cyclopropyl-7-isopropyl-4-oxo-2,4-dihydro-5H-pyrazolo[3,4-d]pyridazin-5-yl)-N-(oxazol-2-yl)acetamide